1-(3-chloro-4-(((6-(piperidin-4-yl)pyridin-2-yl)oxy)methyl)phenyl)ethan-1-one ClC=1C=C(C=CC1COC1=NC(=CC=C1)C1CCNCC1)C(C)=O